2-bromo-4-nitroaniline BrC1=C(N)C=CC(=C1)[N+](=O)[O-]